3-(5-((8-benzhydryl-2,8-diazaspiro[4.5]decan-2-yl)methyl)-7-fluoro-1-oxoisoindolin-2-yl)piperidine-2,6-dione C(C1=CC=CC=C1)(C1=CC=CC=C1)N1CCC2(CCN(C2)CC=2C=C3CN(C(C3=C(C2)F)=O)C2C(NC(CC2)=O)=O)CC1